2-((1r,4R)-4-(difluoromethoxy)cyclohexylamino)-4-((1R,3S)-3-hydroxycyclohexylamino)pyrimidine-5-carbonitrile FC(OC1CCC(CC1)NC1=NC=C(C(=N1)N[C@H]1C[C@H](CCC1)O)C#N)F